5-bromo-4-chloro-6-(1-fluorocyclopropyl)pyrimidine BrC=1C(=NC=NC1C1(CC1)F)Cl